4-[(5,6-diphenylpyrazin-2-yl)(isopropyl)amino]-1-butanol C1(=CC=CC=C1)C=1N=CC(=NC1C1=CC=CC=C1)N(CCCCO)C(C)C